6-(3-chloro-6-(difluoromethyl)-2-fluorophenyl)-N-(1-((R)-1-(5-fluoro-4-methyl-6-((1R,5s)-2-oxo-3-azabicyclo[3.1.0]hex-3-yl)pyridin-3-yl)ethyl)-1H-pyrazol-4-yl)pyrazine-2-carboxamide ClC=1C(=C(C(=CC1)C(F)F)C1=CN=CC(=N1)C(=O)NC=1C=NN(C1)[C@H](C)C=1C=NC(=C(C1C)F)N1C([C@@H]2C[C@@H]2C1)=O)F